FC(S(=O)(=O)OC=1C=C2CCN3C(C2=CC1)CCCC3)(F)F 1,3,4,6,7,11b-hexahydro-2H-pyrido[2,1-a]isoquinolin-9-yl trifluoromethanesulfonate